C1(CC1)C=1N=NN(C1)[C@H](C(=O)N1[C@@H](C[C@H](C1)O)C(=O)NCC1=CSC=C1C(F)(F)F)C(C)(C)C (2S,4R)-1-[(2S)-2-(4-cyclopropyltriazol-1-yl)-3,3-dimethyl-butanoyl]-4-hydroxy-N-[[4-(trifluoromethyl)-3-thienyl]methyl]pyrrolidine-2-carboxamide